bromo-N-(2,4-dimethoxybenzyl)-5-nitrobenzenesulfonamide BrC1=C(C=C(C=C1)[N+](=O)[O-])S(=O)(=O)NCC1=C(C=C(C=C1)OC)OC